C1(=CC=CC=C1)C(CCC1=CC=CC=C1)P(=O)=O 1,3-diphenylphosphopropane